BrC=1C=C(C=C(C1)Cl)C1=C(C=CC=C1)SC (3'-bromo-5'-chloro-[1,1'-biphenyl]-2-yl)(methyl)sulfane